C(C)OC(=O)C1=CC2=C(C=C(C3=C2C(C(O3)C)=O)OC)S1 4-methoxy-2-methyl-1-oxo-1,2-dihydrothieno[3,2-e]benzofuran-7-carboxylic acid ethyl ester